(3,4-difluorophenyl)methylamine FC=1C=C(C=CC1F)CN